1,2,6-tricyano-2H-borinine C(#N)B1C(C=CC=C1C#N)C#N